bicyclo[3.2.1]octan-8-amine C12CCCC(CC1)C2N